(R)-1-(oxetan-3-yl)ethan-1-ol O1CC(C1)[C@@H](C)O